ClC1=NN(C2=NC(=NC(=C21)Cl)Cl)C2OCCCC2 3,4,6-trichloro-1-(tetrahydro-2H-pyran-2-yl)-1H-pyrazolo[3,4-d]pyrimidine